ethyl 3-(chlorodifluoromethyl)-1-methyl-1H-pyrazole-4-Carboxylate ClC(C1=NN(C=C1C(=O)OCC)C)(F)F